tert-butyl 3-[(7-cyano-2-formyl-2,3-dihydro-1H-inden-5-yl)oxy]pyrrolidine-1-carboxylate C(#N)C=1C=C(C=C2CC(CC12)C=O)OC1CN(CC1)C(=O)OC(C)(C)C